S1C(=NC=C1CO)C=1SC=CN1 [2,2'-bithiazol]-5-ylmethanol